N-(2-hydroxy-1-(pyridin-2-yl)ethyl)-5-(4-(trifluoromethyl)phenoxy)-2-naphthamide OCC(C1=NC=CC=C1)NC(=O)C1=CC2=CC=CC(=C2C=C1)OC1=CC=C(C=C1)C(F)(F)F